C(N)(=O)C=1C=CC=2C=3C(C(=NC2C1)OCCOCCCCN(C(OC(C)(C)C)=O)CC1=CC(=C(C=C1)OC(F)(F)F)Cl)=NN(C3)COCC[Si](C)(C)C Tert-butyl (4-(2-((7-carbamoyl-2-((2-(trimethylsilyl)ethoxy)methyl)-2H-pyrazolo[3,4-c]quinolin-4-yl)oxy)ethoxy)butyl)(3-chloro-4-(trifluoromethoxy)benzyl)carbamate